N-((1S,2S)-2-((tert-butyldimethylsilyl)oxy)cyclohexyl)-1,5-dimethyl-1H-pyrazol-3-amine [Si](C)(C)(C(C)(C)C)O[C@@H]1[C@H](CCCC1)NC1=NN(C(=C1)C)C